3-((5-(1-(2,2-difluoroethyl)-4-fluoro-2-methyl-1H-benzo[d]imidazol-6-yl)-4-methoxypyrrolo[2,1-f][1,2,4]triazin-2-yl)amino)-1-methylcyclobutan-1-ol FC(CN1C(=NC2=C1C=C(C=C2F)C=2C=CN1N=C(N=C(C12)OC)NC1CC(C1)(O)C)C)F